N=1NC=C2C(=NC=3C=CC=CC3C21)N 2H-pyrazolo[4,3-c]Quinolin-4-amine